FC=1N=CN(C1)C=1C=CC(=C(C1)O)C1=CN=C(N=N1)N1CC2(C1)CCN(CC2)C 5-(4-fluoro-1H-imidazol-1-yl)-2-[3-(7-methyl-2,7-diazaspiro[3.5]non-2-yl)-1,2,4-triazin-6-yl]phenol